C(C)(C)(C)OC(=O)NC1=C(C2=C(S1)CCC21CN(C1)C=1C2=C(N=C(N1)Cl)CCN(C2)C(=O)OC(C)(C)C)C#N tert-butyl 4-[2-(tert-butoxycarbonylamino)-3-cyano-spiro[5,6-dihydrocyclopenta[b]thiophene-4,3'-azetidine]-1'-yl]-2-chloro-7,8-dihydro-5H-pyrido[4,3-d]pyrimidine-6-carboxylate